C(C)(C)(C)OC(=O)NCCCC(=O)O N-(t-butoxycarbonyl)-4-aminobutyric acid